C(N)([O-])=S CARBAMOTHIOATE